C(C1=CC=CC=C1)N1CCC2(CC1)C(NC1=CC=CC(=C12)O)=O benzyl-4-hydroxy-2-oxo-1,2-dihydrospiro[indole-3,4'-piperidine]